(2,5-dioxapyrrolidin-1-yl) 2-tritylthioacetate C(C1=CC=CC=C1)(C1=CC=CC=C1)(C1=CC=CC=C1)CC(=S)ON1OCCO1